3-methyl-4-[1-(pyridin-4-ylmethyl)benzimidazol-2-yl]-1,2,5-oxadiazole CC1=NON=C1C1=NC2=C(N1CC1=CC=NC=C1)C=CC=C2